N[C@@H](CC1=CC=C(C=C1)O)C(=O)N[C@H](CCCNC(N)=N)C(=O)N[C@@H](CC1=CC=CC=C1)C(=O)NCC(=O)N tyrosyl-D-arginyl-phenylalanyl-glycinamide